FC=1C(NC(N(C1)CC1=CC=C(C=C1)NC([C@@H](CC(=O)N)NC(CCCCCCC)=O)=O)=O)=O (R)-N1-(4-((5-fluoro-2,4-dioxo-3,4-dihydropyrimidin-1(2H)-yl)methyl)phenyl)-2-octanamidosuccinamide